S1C2=C(C=C1C1=CC=C3C(CCOC3=C1)NC(O[C@@H]1CN3CCC1CC3)=O)C=CC=C2 (S)-quinuclidin-3-yl (7-(benzo[b]thiophen-2-yl)chroman-4-yl)carbamate